C(C)NC=1C(=CC(=NC1)N1C(C2=CC(=CC(=C2C1)C(F)(F)F)CO)=O)C1=C(C=C(C=C1)F)C1=NN=CN1C 2-(5-(ethylamino)-4-(4-fluoro-2-(4-methyl-4H-1,2,4-triazol-3-yl)phenyl)pyridin-2-yl)-6-(hydroxymethyl)-4-(trifluoromethyl)isoindolin-1-one